FC(C)(F)C=1C=C(C=CC1)NC(=O)C1(C(=NN(C1=O)C=1C=C(C(=CC1)OC(F)F)C1=CC=CC=C1)C)CCC N-(3-(1,1-difluoroethyl)phenyl)-1-(6-(difluoromethoxy)-[1,1'-biphenyl]-3-yl)-3-methyl-5-oxo-4-propyl-4,5-dihydro-1H-pyrazole-4-carboxamide